(2-((1H-pyrazol-4-yl)amino)-5-methylpyrimidin-4-yl)benzoic acid ethyl ester C(C)OC(C1=C(C=CC=C1)C1=NC(=NC=C1C)NC=1C=NNC1)=O